C1(CC1)N(C(OC(C)(C)C)=O)C1CCN(CC1)C1=NC=C(C=2C1=NC=CN2)C(NC=2C=C(C=1N(C2)C(=C(N1)C)C)F)=O tert-butyl N-cyclopropyl-N-[1-[8-[(8-fluoro-2,3-dimethyl-imidazo[1,2-a]pyridin-6-yl)-carbamoyl]pyrido[3,4-b]pyrazin-5-yl]-4-piperidyl]carbamate